C(CCCCCCCC)N(CC(=O)N(C)CCN(C(CN(CCCCCCCCC)CCN(CCCCCCCCC)CCCCCCCCC)=O)C)CCCCCCCCC 2-(Dinonylamino)-N-(2-(2-((2-(dinonylamino)ethyl)(nonyl)amino)-N-methylacetamido)ethyl)-N-methylacetamide